[2,3'-bipyridyl]-5-ylmethylamine N1=C(C=CC(=C1)CN)C=1C=NC=CC1